(R)-3-methyl-4-(4-(1-(methylsulfonyl)cyclopropyl)-1-(1-((2-(trimethylsilyl)ethoxy)methyl)-1H-pyrazol-3-yl)-1H-pyrrolo[2,3-b]pyridin-6-yl)morpholine C[C@H]1N(CCOC1)C1=CC(=C2C(=N1)N(C=C2)C2=NN(C=C2)COCC[Si](C)(C)C)C2(CC2)S(=O)(=O)C